6-((((S)-1-(6-aminopyridin-3-yl)piperidin-3-yl)((2-methoxypyridin-4-yl)methyl)amino)methyl)-9,10-difluoro-3-isopropyl-2H-[1,4]oxazino[2,3,4-ij]quinolin-7(3H)-one NC1=CC=C(C=N1)N1C[C@H](CCC1)N(CC1=CC(=NC=C1)OC)CC1=CN2C3=C(C(=C(C=C3C1=O)F)F)OCC2C(C)C